3-[(2-methylphenyl)diazenyl]-1H-indol-2-ol CC1=C(C=CC=C1)N=NC1=C(NC2=CC=CC=C12)O